CS(=O)(=O)OCC(F)(F)F 2,2,2-trifluoroethyl methylsulfonate